4-((3-(N-(tert-butyl)sulfamoyl)phenyl)carbamoyl)-3-(6-azaspiro[2.5]octan-6-yl)benzene-1-sulfonyl chloride C(C)(C)(C)NS(=O)(=O)C=1C=C(C=CC1)NC(=O)C1=C(C=C(C=C1)S(=O)(=O)Cl)N1CCC2(CC2)CC1